NC1=C(C(=NN1C(CO)(C)C)C1=CC=C(C=C1)CC(=O)NC1=CC(=NO1)C1=C(C=C(C=C1)F)Cl)C#N 2-[4-[5-Amino-4-cyano-1-(1-hydroxy-2-methylpropan-2-yl)pyrazol-3-yl]phenyl]-N-[3-(2-chloro-4-fluorophenyl)-1,2-oxazol-5-yl]acetamide